BrC1=C(C(=NC=C1)Cl)C 4-bromo-2-chloro-3-methylpyridine